2,4-dichlorophenoxyacetic acid methylamine salt CN.ClC1=C(OCC(=O)O)C=CC(=C1)Cl